N1CC(CC1)C(=O)N PYRROLIDINE-3-CARBOXAMIDE